5-(3-isopropyl-5-(piperidin-4-yl)-1H-indol-2-yl)-1H-pyrazolo[3,4-b]pyridin-3-amine C(C)(C)C1=C(NC2=CC=C(C=C12)C1CCNCC1)C=1C=C2C(=NC1)NN=C2N